(S)-N-(4-Amino-4-oxo-1-phenylbutyl)-8-(1-oxoisoindolin-5-yl)-5-(4-(trifluoromethyl)phenyl)-3,4-dihydroisoquinoline-2(1H)-carboxamide NC(CC[C@@H](C1=CC=CC=C1)NC(=O)N1CC2=C(C=CC(=C2CC1)C1=CC=C(C=C1)C(F)(F)F)C=1C=C2CNC(C2=CC1)=O)=O